N,N,N'-triethyl-1,2-ethylenediamine C(C)N(CCNCC)CC